BrC1=NC=CC(=C1Cl)N1C(C=C(C=C1C)O)=O 2'-bromo-3'-chloro-4-hydroxy-6-methyl-2H-[1,4'-bipyridin]-2-one